1-(5-(1,4-diazepane-1-carbonyl)-2-methoxyphenyl)dihydropyrimidine-2,4(1H,3H)-dione N1(CCNCCC1)C(=O)C=1C=CC(=C(C1)N1C(NC(CC1)=O)=O)OC